tert-butyl ((3R,6S)-6-(5-((1s,3R)-3-(trifluoromethoxy)cyclobutyl)-1,3,4-oxadiazol-2-yl)tetrahydro-2H-pyran-3-yl)carbamate FC(OC1CC(C1)C1=NN=C(O1)[C@@H]1CC[C@H](CO1)NC(OC(C)(C)C)=O)(F)F